BrC=1C=C(C(N)=S)C=C(C1)Br 3,5-dibromobenzothioamide